CCC(C(=O)O)(C)NC(C1=NC=C(C(=C1O)C)C1=CC(=CC=C1)Cl)=O.CN1C=C(C[C@H](N)C(=O)O)N=C1 1-methyl-histidine Methyl-2-(5-(3-chlorophenyl)-3-hydroxy-4-methylpicolinamido)-2-methylpropanoate